Cl.CN(S(=O)(=O)C1=CC=CC=C1)CC#C N-methyl-N-(prop-2-yn-1-yl)benzenesulfonamide monohydrochloride